C(C)(C)(C)OC([C@@H](CC1=CC(=CC=C1)S)[C@@H]1CN(CC1)C(=O)OC(C)(C)C)=O tert-butyl (R)-3-((S)-1-(tert-butoxy)-3-(3-mercaptophenyl)-1-oxopropan-2-yl)pyrrolidine-1-carboxylate